((1S,2R)-2-fluoro-2-vinylcyclopropyl)methanol F[C@@]1([C@@H](C1)CO)C=C